N1(CCC1)C(=O)OCC(=O)N1[C@@H](C[C@H](C1)F)C(N[C@@H](C1=CC=CC=C1)C1=CC(=C(C=C1)C1CC1)F)=O 2-[(2S,4R)-2-{[(S)-(4-cyclopropyl-3-fluorophenyl)(phenyl)methyl] carbamoyl}-4-fluoropyrrolidin-1-yl]-2-oxoethyl azetidine-1-carboxylate